o-aminochalcone C1=CC=C(C=C1)/C=C(/C(=O)C2=CC=CC=C2)\N